ClC=1C(=C(C=CC1)NC=1C2=C(N=CN1)C=NC(=C2)N2[C@@H]1CN([C@H](C2)C1)C(=O)OC(C)(C)C)F (1S,4S)-tert-Butyl 5-(4-((3-chloro-2-fluorophenyl)amino)pyrido[3,4-d]pyrimidin-6-yl)-2,5-diazabicyclo[2.2.1]heptane-2-carboxylate